FC1(CC(C1)C(=CC(=O)N[C@@H](C)C1=CC(=CC=C1)OC(F)(F)F)O)F 3-(3,3-Difluorocyclobutyl)-3-hydroxy-N-((S)-1-(3-(trifluoromethoxy)phenyl)ethyl)acrylamide